CC1=CC=C(C=C1)S(=O)(=O)OCC12COC(C1)(C2)C(F)(F)F (1-(trifluoromethyl)-2-oxabicyclo[2.1.1]hexan-4-yl)methyl 4-methylbenzenesulfonate